(azetidin-3-yl)-3,3,3-trifluoro-2-[2-[(4-fluorophenyl)carbamoylamino]-1,3-benzothiazol-6-yl]-2-hydroxy-propanamide N1CC(C1)NC(C(C(F)(F)F)(O)C1=CC2=C(N=C(S2)NC(NC2=CC=C(C=C2)F)=O)C=C1)=O